CC1=C(C(=C(C1([Hf]C=1C(C2=CC=CC=C2C1)CCCCCCCC)C)C)C)C pentamethylcyclopentadienyl-(1-n-octylindenyl)hafnium